2-(1-aminocyclohexyl)ethanol NC1(CCCCC1)CCO